4-methyl-3-cyclohexen-1-carbonyl chloride CC1=CCC(CC1)C(=O)Cl